CC=1N(C(=CC1)C)C=1C=CC(=C(C1)C=1OC(=C(N1)C)F)C 2-(5-(2,5-dimethyl-1H-pyrrol-1-yl)-2-methylphenyl)-5-fluoro-4-methyloxazole